N-((R)-1-(((R)-3-methyl-1-((3aS,4S,6S,7aR)-3a,5,5-trimethylhexahydro-4,6-methanobenzo[d][1,3,2]dioxaborol-2-yl)butyl)amino)-4-morpholino-1,4-dioxobutan-2-yl)pyrazine-2-carboxamide CC(C[C@@H](B1O[C@@]2([C@H](O1)C[C@H]1C([C@@H]2C1)(C)C)C)NC([C@@H](CC(=O)N1CCOCC1)NC(=O)C1=NC=CN=C1)=O)C